COC=1C=2N(C=C(C1)C1=C(C(=NN1)C1=NC=C(C=C1)N1CC3(C1)CN(C3)C)CC(F)(F)F)N=CN2 8-methoxy-6-(3-(5-(6-methyl-2,6-diazaspiro[3.3]hept-2-yl)pyridin-2-yl)-4-(2,2,2-trifluoroethyl)-1H-pyrazol-5-yl)-[1,2,4]triazolo[1,5-a]pyridine